COC=1C=C2C(=CNC2=CC1)C=NNC(NCCCCC)=N 2-[(5-Methoxy-1H-indol-3-yl)methylene]-N-pentyl-hydrazinecarboximidamide